NC1=CC(C(NC1=NC=1C(=NN2C1C=CC(=C2C)C)OCCCN2CCN(CC2)C)=NC=2C(=NN1C2C=CC(=C1C)C)OCCCN1CCN(CC1)C)=N N,N'-(5-Amino-3-iminopyridin-2,6(1H,3H)-diyliden)bis{6,7-dimethyl-2-[3-(4-methylpiperazin-1-yl)propoxy]pyrazolo[1,5-a]pyridin-3-amin}